(S)-2-((4-(6-((5-cyanothiophen-2-yl)methoxy)pyridine-2-yl)piperidin-1-yl)methyl)-1-(oxetan-2-ylmethyl)-1H-benzo[d]imidazole-6-carboxylic acid methyl ester COC(=O)C=1C=CC2=C(N(C(=N2)CN2CCC(CC2)C2=NC(=CC=C2)OCC=2SC(=CC2)C#N)C[C@H]2OCC2)C1